Cl[SiH](CC1=CC=CC=C1)Cl dichlorobenzyl-silane